1-(3-(benzyloxy)-5-chlorophenyl)-5-(6-methoxypyridin-3-yl)-3-(pyridin-3-yl)pyrimidine-2,4(1H,3H)-dione C(C1=CC=CC=C1)OC=1C=C(C=C(C1)Cl)N1C(N(C(C(=C1)C=1C=NC(=CC1)OC)=O)C=1C=NC=CC1)=O